ClC1=CC(=C(N=N1)C(=O)OC)NC=1C=NC(=CC1)N1CCOCC1 Methyl 6-chloro-4-((6-morpholinopyridin-3-yl)amino)pyridazine-3-carboxylate